Chromen-8-amine O1CC=CC2=CC=CC(=C12)N